8-fluoro-4-isopropyl-6-(4,4,5,5-tetramethyl-1,3,2-dioxaborolan-2-yl)-2H-1,4-benzoxazin-3-one FC1=CC(=CC=2N(C(COC21)=O)C(C)C)B2OC(C(O2)(C)C)(C)C